FC1=C(C=C(C(=C1)C1=NC(=CC=C1)OCC1=C(C=C(C=C1)C=1C=NN(C1)C)F)F)CC=1N(C2=C(N1)C=CC(=C2)C(=O)O)CCOC 2-[[2,5-difluoro-4-[6-[[2-fluoro-4-(1-methylpyrazol-4-yl)phenyl]methoxy]-2-pyridyl]phenyl]methyl]-3-(2-methoxyethyl)benzimidazole-5-carboxylic acid